C1(=CC=CC2=CC=CC=C12)C(=O)C=1NC2=C(N1)C=CC=C2 Naphthoyl-benzimidazole